(2R,11aS)-2-{[tert-Butyl(dimethyl)silyl]oxy}-8-hydroxy-7-methoxy-10-{[2-(trimethylsilyl)ethoxy]methyl}-2,3-dihydro-1H-pyrrolo[2,1-c][1,4]benzodiazepin-5,11(10H,11aH)-dione [Si](C)(C)(C(C)(C)C)O[C@@H]1C[C@H]2C(N(C3=C(C(N2C1)=O)C=C(C(=C3)O)OC)COCC[Si](C)(C)C)=O